[N+](=O)([O-])C1=C(C=CC=C1)N(C(O)=O)C.OC1=C(C=CC(=C1)O)C(C)(C)C1=CC(=CC=C1)C(C)(C)C1=C(C=C(C=C1)O)O 1,3-bis[2-(2,4-dihydroxyphenyl)-2-propyl]benzene 2-nitrophenyl-methyl-carbamate